4-[[2-(4-tert.-Butyl-3-hydroxyphenyl)acetyl]amino]-N-[3-(hydroxymethyl)tetrahydrofuran-3-yl]pyridin C(C)(C)(C)C1=C(C=C(C=C1)CC(=O)NC1=CCN(C=C1)C1(COCC1)CO)O